FC1CC(CC(C1)F)C1N=C(CC1)OC 2-(3,5-difluorocyclohexyl)-5-methoxy-3,4-dihydro-2H-pyrrole